5-bromo-2-(3-(4-((trisisopropylphenyl)ethyl)phenoxy)azetidin-1-yl)pyridine BrC=1C=CC(=NC1)N1CC(C1)OC1=CC=C(C=C1)CCC1=C(C(=C(C=C1)C(C)C)C(C)C)C(C)C